BrC=1C=NN2C1N(CC(C2)CN2C(C1=CC=CC=C1C2=O)=O)C(=O)OC(C)(C)C tert-butyl 3-bromo-6-((1,3-dioxoisoindolin-2-yl) methyl)-6,7-dihydropyrazolo[1,5-a]pyrimidine-4(5H)-carboxylate